C(C)(C)(C)OC(N[C@H]1COC2(C1)CCN(CC2)S(=O)(=O)C2=CC1=C(OCCN1C)N=C2)=O ((R)-8-((1-methyl-2,3-dihydro-1H-pyrido[2,3-b][1,4]oxazin-7-yl)sulfonyl)-1-oxa-8-azaspiro[4.5]decan-3-yl)carbamic acid tert-butyl ester